1-(3,4-Difluorophenyl)-2-methoxy-ethanone FC=1C=C(C=CC1F)C(COC)=O